ClC1=CC=C(C2=C1C=C(O2)F)COC2=CC=CC(=N2)C2=CCC(CC2)CC(=O)OCC Ethyl 2-(4-(6-((4-chloro-2-fluorobenzofuran-7-yl)methoxy)pyridin-2-yl)cyclohex-3-en-1-yl)acetate